2,5-dichloro-N-(1-(2,4-dichlorophenyl)ethyl)pyrimidin-4-amine ClC1=NC=C(C(=N1)NC(C)C1=C(C=C(C=C1)Cl)Cl)Cl